N-[1-(5-Chlorothiophen-2-ylmethyl)-2,3-dihydro-1H-indol-5-yl]-4-dimethylaminobenzamide ClC1=CC=C(S1)CN1CCC2=CC(=CC=C12)NC(C1=CC=C(C=C1)N(C)C)=O